N-Cyclohexyldiethanolamine C1(CCCCC1)N(CCO)CCO